BrC=1C=CC=C2C=CC(=CC12)O 8-bromo-2-naphthol